4-((1-(4-(2-(2-Aminopyridin-3-yl)-5-(4-cyanophenyl)-3H-imidazo[4,5-b]pyridin-3-yl)benzyl)piperidin-4-yl)amino)pyrimidine-2-carbonitrile NC1=NC=CC=C1C1=NC=2C(=NC(=CC2)C2=CC=C(C=C2)C#N)N1C1=CC=C(CN2CCC(CC2)NC2=NC(=NC=C2)C#N)C=C1